N1=C(N=CC2=CC=CC=C12)OC1CCC(CC1)=O 4-(quinazolinyloxy)cyclohexanone